2-(4-(ethylsulfonyl)phenyl)-N-(6-(2-methyl-2-(5-(trifluoromethyl)pyridin-2-yl)propionyl)pyridin-3-yl)acetamide C(C)S(=O)(=O)C1=CC=C(C=C1)CC(=O)NC=1C=NC(=CC1)C(C(C)(C1=NC=C(C=C1)C(F)(F)F)C)=O